5-(2-acetamidoimidazo[1,2-b]pyridazin-6-yl)-2-methoxy-6-methylnicotinic acid, lithium salt [Li+].C(C)(=O)NC=1N=C2N(N=C(C=C2)C=2C(=NC(=C(C(=O)[O-])C2)OC)C)C1